2-bromo-1-(3-methoxy-5-(trifluoromethyl)pyridin-2-yl)propan-1-one BrC(C(=O)C1=NC=C(C=C1OC)C(F)(F)F)C